(2S)-2-{[(1R,2S,3S,6R,7S)-4-[(2S)-2-amino-3,3-dimethylbutanoyl]-4-azatricyclo[5.2.1.0^{2,6}]dec-8-en-3-yl]formamido}-3-{6-oxo-2-oxa-5-azaspiro[3.4]octan-7-yl}propanamide N[C@H](C(=O)N1[C@@H]([C@H]2[C@H]3C=C[C@@H]([C@H]2C1)C3)C(=O)N[C@H](C(=O)N)CC3C(NC1(COC1)C3)=O)C(C)(C)C